N5,N5-dimethyl-N2-(pent-4-enoyl)-L-glutamine CN(C(CC[C@H](NC(CCC=C)=O)C(=O)O)=O)C